o-xylylenebis(N,N-diisobutyldithiocarbamate) CC(C)CN(CC(C)C)C(=S)SCC1=CC=CC=C1CSC(=S)N(CC(C)C)CC(C)C